butyl 6-(tosyloxy)-2-azaspiro[3.3]heptane-2-carboxylate S(=O)(=O)(C1=CC=C(C)C=C1)OC1CC2(CN(C2)C(=O)OCCCC)C1